3-chloro-N-(2-methoxy-5-(trifluoromethyl)pyridin-3-yl)-4-nitrobenzamide ClC=1C=C(C(=O)NC=2C(=NC=C(C2)C(F)(F)F)OC)C=CC1[N+](=O)[O-]